3-(1-methyl-2-oxo-1,2-dihydropyridin-4-yl)-7-[(1S)-1-[(2r,4r)-2-(aminomethyl)-6-oxo-5-oxa-7-azaspiro[3.4]octan-7-yl]ethyl]-1H-indole-2-carboxylic acid CN1C(C=C(C=C1)C1=C(NC2=C(C=CC=C12)[C@H](C)N1C(OC2(CC(C2)CN)C1)=O)C(=O)O)=O